1-methyl-N-(3-(5-oxo-2,3,4,5-tetrahydrobenzo[f][1,4]oxazepin-8-yl)-1H-pyrrolo[2,3-b]pyridin-5-yl)piperidine-4-carboxamide CN1CCC(CC1)C(=O)NC=1C=C2C(=NC1)NC=C2C2=CC1=C(C(NCCO1)=O)C=C2